t-Butyl 4-aminonaphthalene-1-carboxylate NC1=CC=C(C2=CC=CC=C12)C(=O)OC(C)(C)C